N=1C2=C(OCC1)C=CC1=CC=CC=C12 [3H]-naphtho[2,1-b][1,4]oxazine